pent-1-enylbenzene C(=CCCC)C1=CC=CC=C1